2-[1-(6-methylpyridin-2-yl)-1H-pyrazol-5-yl]thieno[3,2-c]pyridine CC1=CC=CC(=N1)N1N=CC=C1C1=CC=2C=NC=CC2S1